BrC=1C=C2CCCNC2=CC1 6-bromo-3,4-dihydro-1H-quinolin